CC(C)C1=C(C(=CC=C1)C(C)C)O 2,6-di(propan-2-yl)phenol